FC1=CC2=C(N=C(S2)C=2C(=C(C=NC2C)C(=O)N)C2=CC=NC=C2OC)C(=C1F)OC(C(N)=O)C 5-[difluoro(methyl[carbamoyl]methoxy)-1,3-benzothiazol-2-yl]-5'-methoxy-6-methyl-[4,4'-bipyridine]-3-carboxamide